BrC1=C(C=CC=C1)CC(C)(C)NC1=NC(=NC(=N1)N1C(=NC2=C1C=CC=C2)C(F)F)N2CCOCC2 N-(1-(2-bromophenyl)-2-methylpropan-2-yl)-4-(2-(difluoromethyl)-1H-benzo[d]imidazol-1-yl)-6-morpholino-1,3,5-triazin-2-amine